FC1=C(OC2=CC=C(C=C2)N2N=C3C(NCC[C@H]3N3CCN(CC3)S(=O)(=O)C3=C(C=CC=C3)[N+](=O)[O-])=C2C(=O)N)C=CC=C1 (7R)-2-[4-(2-fluorophenoxy)phenyl]-7-[4-(2-nitrobenzene-1-sulfonyl)piperazin-1-yl]-4,5,6,7-tetrahydro-2H-pyrazolo[4,3-b]pyridine-3-carboxamide